N1=C(C=CC=C1)N1N=C2CCC3(CC2=C1O)OCCO3 2'-(Pyridin-2-yl)-2',4',6',7'-tetrahydrospiro[[1,3]dioxolan-2,5'-indazole]-3'-ol